tert-butyl (S,E)-4-(((tert-butylsulfinyl)imino)methyl)piperidine-1-carboxylate C(C)(C)(C)[S@](=O)\N=C\C1CCN(CC1)C(=O)OC(C)(C)C